CN1C(C(=C(C(=C1)C)[O-])NC(N[C@@H](CC(=O)[O-])C=1C=C(C=CC1)C1=C(C=CC=C1)C(F)(F)F)=O)=O.[Na+].[Na+] Natrium (S)-3-(3-(1,5-Dimethyl-4-oxido-2-oxo-1,2-dihydropyridin-3-yl)ureido)-3-(2'-(trifluoromethyl)biphenyl-3-yl)propanoat